2-[(3S)-1-tert-Butoxycarbonylpyrrolidin-3-yl]Malonic acid ethyl ester C(C)OC(C(C(=O)O)[C@H]1CN(CC1)C(=O)OC(C)(C)C)=O